2-(2,6-dioxopiperidin-3-yl)-4-(((1-(1-(1-methoxycyclobutane-1-carbonyl)piperidin-4-yl)-1H-pyrazol-4-yl)methyl)amino)isoindoline-1,3-dione O=C1NC(CCC1N1C(C2=CC=CC(=C2C1=O)NCC=1C=NN(C1)C1CCN(CC1)C(=O)C1(CCC1)OC)=O)=O